CC1SC=C(C1=O)C 2,4-dimethyl-3-thiophenone